Indium acetat C(C)(=O)[O-].[In+3].C(C)(=O)[O-].C(C)(=O)[O-]